ClCC=1C2=C(C(NN1)=O)SC(=C2)C2=C(N(N=C2)C)C2=C(C1=CC=CC=C1C=C2)C#N 2-[4-[4-(chloromethyl)-7-oxo-6H-thieno[2,3-d]pyridazin-2-yl]-2-methyl-pyrazol-3-yl]naphthalene-1-carbonitrile